(3S)-3-(((5R)-2-chloro-5-oxo-6,7-dihydrothieno[3,2-d]pyrimidin-4-yl)amino)piperidine-1-carboxylic acid methyl ester COC(=O)N1C[C@H](CCC1)NC=1C2=C(N=C(N1)Cl)CC[S@]2=O